O1C(CCC1=O)=O Furan-2,5(3h,4h)-dione